NC1=C(C=C(C=N1)NC(C(=O)N1[C@@H](CC[C@@H](C1)C)C=1C=C2C=NNC2=CC1)=O)C (6-amino-5-methyl-3-pyridyl)-2-[(2S,5S)-2-(1H-indazol-5-yl)-5-methyl-1-piperidyl]-2-oxo-acetamide